Methyl-2-(4-cyano-3-fluorophenyl)-5-[1-(phenylsulfonyl)-1H-pyrrolo[2,3-b]pyridin-4-yl]-1H-pyrrole-3-carboxylate COC(=O)C1=C(NC(=C1)C1=C2C(=NC=C1)N(C=C2)S(=O)(=O)C2=CC=CC=C2)C2=CC(=C(C=C2)C#N)F